5-[4-(azetidin-3-ylmethyl)piperazin-1-yl]-2-(2,6-dioxo-3-piperidyl)isoindoline-1,3-dione N1CC(C1)CN1CCN(CC1)C=1C=C2C(N(C(C2=CC1)=O)C1C(NC(CC1)=O)=O)=O